butyl-α-cyano-β-methyl-4-methoxycinnamate C(CCC)OC(C(=C(C1=CC=C(C=C1)OC)C)C#N)=O